(S)-2-((6-chloro-4-cyano-2,3-dihydro-1H-inden-2-yl)amino)pyrimidine-5-carboxylic acid ClC1=CC(=C2C[C@H](CC2=C1)NC1=NC=C(C=N1)C(=O)O)C#N